NC1=C(C(N(C2=CC(=CC=C12)I)C1=CC=C2C=CN=CC2=C1)=O)C(=O)OC methyl 4-amino-7-iodo-1-(isoquinolin-7-yl)-2-oxo-1,2-dihydroquinoline-3-carboxylate